(2R,3R,4S,5R,6R)-4-(4-(3-fluorophenyl)-1H-1,2,3-triazol-1-yl)-2-(hydroxymethyl)-6-(methylamino)tetrahydro-2H-pyran-3,5-diol FC=1C=C(C=CC1)C=1N=NN(C1)[C@H]1[C@H]([C@H](O[C@H]([C@@H]1O)NC)CO)O